6-fluoro-7-(hydroxymethyl)furo[2,3-c]quinolin-4(5H)-one FC1=C(C=CC=2C3=C(C(NC12)=O)OC=C3)CO